2-(5-(azetidin-1-yl)-4-((2S,5R)-4-(2-hydroxy-2-methylpropanoyl)-2,5-dimethylpiperazin-1-yl)-7H-pyrrolo[2,3-d]pyrimidin-7-yl)isonicotinonitrile N1(CCC1)C1=CN(C=2N=CN=C(C21)N2[C@H](CN([C@@H](C2)C)C(C(C)(C)O)=O)C)C=2C=C(C#N)C=CN2